adipic acid-di-(N'-salicyloylhydrazide) C(C=1C(O)=CC=CC1)(=O)NNC(CCCCC(=O)NNC(C=1C(O)=CC=CC1)=O)=O